3'-(N'-methyl-anthraniloyl) 2'-deoxyadenosine-5'-monophosphate P(=O)(O)(O)OC[C@@H]1[C@](C[C@@H](O1)N1C=NC=2C(N)=NC=NC12)(O)C(C=1C(NC)=CC=CC1)=O